O=C1N(C(CCC1)=O)N1C(C2=CC=C(C=C2C1=O)F)=O (2,6-dioxo-1-piperidyl)5-fluoroisoindoline-1,3-dione